The molecule is an amino acid zwitterion obtained from the transfer of a proton from the carboxy group to the amino group of L-dopa. Major microspecies at pH 7.3. It is an enantiomer of a D-dopa zwitterion. It is a tautomer of a L-dopa. C1=CC(=C(C=C1C[C@@H](C(=O)[O-])[NH3+])O)O